ClC1=NC=CC=C1S(=O)(=O)CC1CCN(CC1)C(=O)OC(C)(C)C tert-Butyl 4-(((2-chloropyridin-3-yl)sulfonyl)methyl)piperidine-1-carboxylate